2-Bromo-4-(cyclopropylmethylsulfonyl)-1-methoxybenzene BrC1=C(C=CC(=C1)S(=O)(=O)CC1CC1)OC